o-nitro-p-methylsulfonyl-toluene [N+](=O)([O-])C1=C(C)C=CC(=C1)S(=O)(=O)C